2,4-Bis(methylthio)-2,4-dithioxo-1,3,2,4-dithiadiphosphetane CSP1(SP(S1)(=S)SC)=S